ClC1=NC(=NS1)C1COCC1 5-chloro-3-(tetrahydrofuran-3-yl)-1,2,4-thiadiazole